Racemic-trans-(4-(5-chloro-2-methylphenyl)piperazin-1-yl)((1SR,2RS)-2-(4-fluorophenyl)-2-(trifluoromethyl)cyclopropyl)methanone ClC=1C=CC(=C(C1)N1CCN(CC1)C(=O)[C@@H]1[C@@](C1)(C(F)(F)F)C1=CC=C(C=C1)F)C |r|